ClC=1C=C(CNC23CC(C2)(C3)[C@@H](C(=O)NC3=CC=C(C=C3)F)C)C=CC1Cl (S)-2-(3-((3,4-dichlorobenzyl)amino)bicyclo[1.1.1]pentan-1-yl)-N-(4-fluorophenyl)propanamide